CCOCCOC1=CC=C(C=C1)[Mg]Br 4-(2-ethoxy)ethoxyphenylmagnesium bromide